C(C)OC(=O)C=1C(=C(C2=C(NC(=N2)F)C1)CC1=C(C=C(C(=C1)F)Br)F)F 2,5-difluoro-4-(4-bromo-2,5-difluorobenzyl)-1H-benzo[d]imidazole-6-carboxylic acid ethyl ester